6-(2-aminopyridin-4-yl)-2-(3-methoxybenzyl)isoquinolin-1(2H)-one NC1=NC=CC(=C1)C=1C=C2C=CN(C(C2=CC1)=O)CC1=CC(=CC=C1)OC